[Na+].[Na+].N1(C(N(C=C1)S(=O)(=O)O)(S(=O)(=O)[O-])S(=O)(=O)O)S(=O)(=O)[O-] imidazoletetrasulfonate disodium